C(C1=CC=CC=C1)OC1=CC=C(C=CC(=O)[O-])C=C1 4-benzyloxy-cinnamate